FC(CC1=C(C=CC=C1)N=C=S)F 1-(2,2-difluoroethyl)-2-isothiocyanatobenzene